3-(Azidocyclobutoxy)methyl-benzene N(=[N+]=[N-])C1(CCC1)OCC=1C=CC=CC1